2,2-difluoro-1-(5-iodo-1H-indol-3-yl)ethan-1-ol FC(C(O)C1=CNC2=CC=C(C=C12)I)F